3-(6-((4-(2-((adamantan-1-yl)amino)ethyl)benzyl)amino)-2-oxobenzo[cd]indol-1(2H)-yl)piperidine-2,6-dione C12(CC3CC(CC(C1)C3)C2)NCCC2=CC=C(CNC=3C=1C4=C(C(N(C4=CC3)C3C(NC(CC3)=O)=O)=O)C=CC1)C=C2